2-(1-(4-methyl-3-nitrophenyl)ethyl)-10H-phenothiazine CC1=C(C=C(C=C1)C(C)C1=CC=2NC3=CC=CC=C3SC2C=C1)[N+](=O)[O-]